C(#N)C1=C(C=C(C=C1)NC1CCC(CC1)NC(=O)C=1C2=C(N=CC1)NN=C2)C(F)(F)F N-[(1s,4s)-4-{[4-cyano-3-(trifluoromethyl)phenyl]amino}cyclohexyl]-1H-pyrazolo[3,4-b]pyridine-4-carboxamide